C(C(C)(C)C)(=O)N[C@H](CC1=CC=CC=C1)C(=O)N[C@@H](C)C(=O)N[C@@H](CC1=CNC2=CC=CC=C12)C(=O)O pivaloyl-D-phenylalanyl-L-alanyl-L-tryptophan